1,3-dimethyl-3-pyrrolin-2-one CN1C(C(=CC1)C)=O